IC1=C(C=CC=C1)S(=O)(=O)[O-] 2-iodobenzenesulfonate